1-methylamino-4-para-tolylaminoanthraquinone CNC1=CC=C(C=2C(C3=CC=CC=C3C(C12)=O)=O)NC1=CC=C(C=C1)C